OC1(CCNCC1)C(F)(F)F 4-hydroxy-4-(trifluoromethyl)piperidin